1-methyl-5-oxo-4H-1,2,4-triazole-3-carboxylic acid CN1N=C(NC1=O)C(=O)O